NC1=CC2=CN(N=C2C=C1N1CCC(CC1)O)CCC(C)(C)O 1-(5-amino-2-(3-hydroxy-3-methylbutyl)-2H-indazol-6-yl)piperidin-4-ol